BrC1=C(C=C(C=C1)C(\C=C(/F)\C1=CC(=C(C(=O)NNC2=NC=CC=N2)C=C1)C(F)(F)F)C(F)(F)F)Cl (Z)-4-(3-(4-bromo-3-chlorophenyl)-1,4,4,4-tetrafluorobut-1-en-1-yl)-N'-(pyrimidin-2-yl)-2-(trifluoromethyl)benzoyl-hydrazine